methyl 3-((1-methoxy-1-oxo-3-phenylpropan-2-yl) amino)-3-oxopropionate COC(C(CC1=CC=CC=C1)NC(CC(=O)OC)=O)=O